6-chloro-N-[5-(2-fluoroethoxy)-4,6-dimethoxy-pyrimidin-2-yl]-7-(4-methyltriazol-2-yl)-1H-indole-3-sulfonamide ClC1=CC=C2C(=CNC2=C1N1N=CC(=N1)C)S(=O)(=O)NC1=NC(=C(C(=N1)OC)OCCF)OC